2-methyl-2-(3-methoxyphenyl)-1,2,3,4-tetrahydroquinoline CC1(NC2=CC=CC=C2CC1)C1=CC(=CC=C1)OC